phthalimidyl-malonic acid C1(C=2C(C(N1C(C(=O)O)C(=O)O)=O)=CC=CC2)=O